N-(3-(1,1-difluoroethyl)phenyl)-2-(4-(difluoromethoxy)phenyl)-6-methylpyrimidine-4-carboxamide FC(C)(F)C=1C=C(C=CC1)NC(=O)C1=NC(=NC(=C1)C)C1=CC=C(C=C1)OC(F)F